2-amino-2-(hydroxymethyl)propane NC(C)(C)CO